β-apiose O[C@H]1[C@H](O)C(CO)(O)CO1